C(C1=CC=CC=C1)CC(C)=O benzyl-aceton